cis-1-amino-4-(dimethylamino)-4-phenyl-N-(2-phenylpropan-2-yl)cyclohexanecarboxamide hydrochloride Cl.NC1(CCC(CC1)(C1=CC=CC=C1)N(C)C)C(=O)NC(C)(C)C1=CC=CC=C1